FC1(CN(CCC1=O)C(=O)OC(C)(C)C)F t-butyl 3,3-difluoro-4-oxopiperidine-1-carboxylate